N-(2-(4-(azidomethyl)piperidin-1-yl)ethyl)-2',6'-difluoro-[1,1'-biphenyl]-4-sulfonamide N(=[N+]=[N-])CC1CCN(CC1)CCNS(=O)(=O)C1=CC=C(C=C1)C1=C(C=CC=C1F)F